4,6-bis(octylthiomethyl)-o-cresol dioctadecyl-3,3'-thiodipropionate C(CCCCCCCCCCCCCCCCC)C(C(=O)O)(CSCCC(=O)O)CCCCCCCCCCCCCCCCCC.C(CCCCCCC)SCC=1C=C(C(=C(C1)CSCCCCCCCC)O)C